NC(/C=C/CC[C@@H](C(=O)NC=1C(N(C=CC1)CC=1NC2=C(C=CC=C2C1)OCC1=C(C=C(C=C1)F)F)=O)NC(OC)=O)=O methyl (S,E)-(7-amino-1-((1-((7-((2,4-difluorobenzyl)oxy)-1H-indol-2-yl)methyl)-2-oxo-1,2-dihydropyridin-3-yl)amino)-1,7-dioxohept-5-en-2-yl)carbamate